BrC=1C=CC=2C=3C4=C(C=CC3C3(C5=CC=CC=C5SC=5C=CC=CC35)C2C1)C=CC=C4 9-bromospiro[benzo[c]fluorene-7,9'-thioxanthene]